(4-(1-(3-(trifluoromethyl)-7,8-dihydro-[1,2,4]triazolo[4,3-b]pyridazin-6-yl)piperidin-4-yl)phenoxy)heptanoic acid FC(C1=NN=C2N1N=C(CC2)N2CCC(CC2)C2=CC=C(OC(C(=O)O)CCCCC)C=C2)(F)F